L-theanine orotate C(C1=CC(=O)NC(=O)N1)(=O)O.N[C@@H](CCC(=O)NCC)C(=O)O